FC=1C(=CC(=C(C1)N1C(C=CC2=CC(=CC=C12)S(=O)(=O)NC1=NOC=C1)=O)OC)C1(CC1)C(F)(F)F (M)-1-(5-fluoro-2-methoxy-4-(1-(trifluoromethyl)cyclopropyl)phenyl)-N-(isoxazol-3-yl)-2-oxo-1,2-dihydroquinoline-6-sulfonamide